C(C)(C)(C)OC(=O)N1CCC(CC1)C1=CC=C(C=C1)NC1=NC(=CN=C1C(N)=O)N1N=C(C=C1)C(F)(F)F 4-(4-((3-carbamoyl-6-(3-(trifluoromethyl)-1H-pyrazol-1-yl)pyrazin-2-yl)amino)phenyl)piperidine-1-carboxylic acid tert-butyl ester